5-(2-((1-Fluorocyclopropyl)methyl)oxazol-5-yl)-6-(2-methylimidazo[1,2-a]pyridin-7-yl)picolinonitril FC1(CC1)CC=1OC(=CN1)C=1C=CC(=NC1C1=CC=2N(C=C1)C=C(N2)C)C#N